NC1=CC(=C(C=C1)C(=O)N1CCN(CC1)C)C(F)(F)F (4-amino-2-(trifluoromethyl)phenyl)(4-methylpiperazin-1-yl)methanone